[Cl-].COC1=C2CCOC3C[NH2+]CCC(=C32)C=C1 4-Methoxy-3,7,8,9,10,10a-hexahydro-2H-isochromeno[1,8-cd]azepin-9-ium chloride